O=C1C=C(NC=2C=CN=C(C12)C(=O)N)C=1C=C2CCCC(C2=CC1C)(C)C 4-oxo-2-(1,1,7-trimethyltetralin-6-yl)-1H-1,6-naphthyridine-5-carboxamide